(3R)-3-[(aminooxy)methyl]pyrrolidine dihydrochloride Cl.Cl.NOC[C@H]1CNCC1